N(=[N+]=[N-])CC 1-azido-ethane